4-Amino-7-[1'-hydroxymethyl-2',3',5'-trihydroxy-β-D-ribofuranosyl]pyrrolo[2,1-f][1,2,4]triazine NC1=NC=NN2C1=CC=C2[C@@]2(C(O)(C(O)([C@H](O2)C(O)O)O)O)CO